1-(3-bromopyridin-2-yl)cyclopropane-1-carboxamide BrC=1C(=NC=CC1)C1(CC1)C(=O)N